(Z)-4-((5-(dimethylamino)-3-methylthiophen-2-yl)methylene)-3-(trifluoromethyl)isoxazol-5(4H)-one CN(C1=CC(=C(S1)\C=C/1\C(=NOC1=O)C(F)(F)F)C)C